Tetraethyl 4,4',4'',4'''-((1E,1'E,1''E,1'''E)-(pyrene-1,3,6,8-tetrayltetrakis(benzene-4,1-diyl)) tetrakis(ethene-2,1-diyl))tetrabenzoate C1(=CC(=C2C=CC3=C(C=C(C4=CC=C1C2=C34)C3=CC=C(C=C3)/C=C/C3=CC=C(C(=O)OCC)C=C3)C3=CC=C(C=C3)/C=C/C3=CC=C(C(=O)OCC)C=C3)C3=CC=C(C=C3)/C=C/C3=CC=C(C(=O)OCC)C=C3)C3=CC=C(C=C3)/C=C/C3=CC=C(C(=O)OCC)C=C3